O=C1N(C(C=C1)=O)CCC(=O)N[C@H](C(=O)N[C@H](C(=O)NCCNC)C)C 3-(2,5-dioxo-2,5-dihydro-1H-pyrrol-1-yl)-N-((S)-1-(((S)-1-((2-(methylamino)ethyl)amino)-1-oxopropan-2-yl)amino)-1-oxopropan-2-yl)propanamide